(3aR,5s,6aS)-N-(6-(2,4-dimethyl-2H-indazol-5-yl)-4-(trifluoromethyl)-pyridazin-3-yl)-2-((tetrahydro-2H-pyran-4-yl)methyl)-octahydrocyclopenta[c]pyrrol-5-amine CN1N=C2C=CC(=C(C2=C1)C)C1=CC(=C(N=N1)NC1C[C@@H]2[C@@H](CN(C2)CC2CCOCC2)C1)C(F)(F)F